3-chloro-4,4-dimethylpent-2-enenitrile ClC(=CC#N)C(C)(C)C